1-(2-chloro-6-fluoro-4-(phenylethynyl)phenyl)-3,3-dimethyl-5-(1-methyl-1H-pyrazol-4-yl)-1H-imidazo[1,2-a]imidazol-2(3H)-one ClC1=C(C(=CC(=C1)C#CC1=CC=CC=C1)F)N1C=2N(C(C1=O)(C)C)C(=CN2)C=2C=NN(C2)C